FC=1C(=C(C=CC1F)[C@H]1[C@@H](O[C@]([C@H]1C)(C(F)(F)F)C)C(=O)NC1=CC(=NC=C1F)C(=O)N)OC 4-[[(2R,3S,4S,5R)-3-(3,4-Difluoro-2-methoxy-phenyl)-4,5-dimethyl-5-(trifluoromethyl)tetrahydrofuran-2-carbonyl]amino]-5-fluoro-pyridin-2-carboxamid